Cl.Cl.OC1=C(C(=CC=C1)OC)C1=CC(=NN1)NC=1N=CC(=NC1)C#N 5-((5-(2-hydroxy-6-methoxyphenyl)-1H-pyrazol-3-yl)amino)pyrazine-2-carbonitrile dihydrochloride